((1s,3s)-3-Hydroxy-3-methylcyclobutyl)(7-(chinolin-2-yl)-2-azaspiro[3.5]nonan-2-yl)methanon OC1(CC(C1)C(=O)N1CC2(C1)CCC(CC2)C2=NC1=CC=CC=C1C=C2)C